FC1=C(C(=CC=C1)F)C1=NC=2C(=NNC2C=2C=C(N=CC2N1)N1CCN(CC1)C)C 8-(2,6-difluorophenyl)-5-methyl-13-(4-methylpiperazin-1-yl)-3,4,7,9,12-pentazatricyclo[8.4.0.02,6]tetradeca-1(10),2(6),4,7,11,13-hexaene